FC(C=1N=CC=2N(C1)C(=CN2)C2=NC=CC(=N2)C=2C=C(C=CC2)NC(CNS(=O)(=O)C)=O)F N-(3-(2-(6-(difluoromethyl)imidazo[1,2-a]pyrazin-3-yl)pyrimidin-4-yl)phenyl)-2-(methylsulfonylamino)acetamide